The molecule is the sodium salt of cerivastatin. Formerly used to lower cholesterol and prevent cardiovascular disease, it was withdrawn from the market worldwide in 2001 following reports of a severe form of muscle toxicity. It is an organic sodium salt and a statin (synthetic). It contains a cerivastatin(1-). CC(C)C1=C(C(=C(C(=N1)C(C)C)COC)C2=CC=C(C=C2)F)/C=C/[C@H](C[C@H](CC(=O)[O-])O)O.[Na+]